3-(5-(trifluoromethyl)-1,2,5,6-tetrahydropyridin-3-yl)-1H-pyrrolo[2,3-b]pyridine FC(C1C=C(CNC1)C1=CNC2=NC=CC=C21)(F)F